4-chloro-5-[4-(3-chloro-benzenesulfonyl)-piperazin-1-yl]-benzofuran-2-carboxylic acid ClC1=C(C=CC2=C1C=C(O2)C(=O)O)N2CCN(CC2)S(=O)(=O)C2=CC(=CC=C2)Cl